CN1N=C(C=C1C(=O)N[C@H](C)C=1C=CC(=NC1)C1=CC(=NC=C1)C(F)(F)F)C(F)(F)F (R)-1-methyl-3-(trifluoromethyl)-N-(1-(2'-(trifluoromethyl)-[2,4'-bipyridin]-5-yl)ethyl)-1H-pyrazole-5-carboxamide